4-oxo-1,3,8-triazaspiro[4.5]decane O=C1NCNC12CCNCC2